BrC1=C(C=CC(=C1C)OC)[N+](=O)[O-] 2-Bromo-4-methoxy-3-methyl-1-nitrobenzene